BrC1=C(C=C2C(=NC(=NC2=C1F)OC[C@H](C)OC)N1[C@@H]2CN([C@H](C1)C2)C(=O)OC(C)(C)C)I tert-butyl (1S,4S)-5-(7-bromo-8-fluoro-6-iodo-2-((S)-2-methoxypropoxy)quinazolin-4-yl)-2,5-diazabicyclo[2.2.1]heptane-2-carboxylate